C1(CC1)C=1C(=NSC1C(=O)OCC)C1=CC=2N(C=C1)C=CN2 ethyl 4-cyclopropyl-3-{imidazo[1,2-a]pyridin-7-yl}-1,2-thiazole-5-carboxylate